biphenyl-butanedione C=1(C(=CC=CC1)CC(C(C)=O)=O)C1=CC=CC=C1